N=1N=CCN2C1C=CC(=C2)N pyrido[2,1-c][1,2,4]triazine-7-amine